NC1=C(C=NC(=C1)Cl)/C=C/C(=O)OCC Ethyl (2E)-3-(4-amino-6-chloropyridin-3-yl)prop-2-enoate